ClC=1C=C(C=NC1N1N=CC=N1)NC(=O)NC=1C=NC=2N(C1[C@H](C)OC)N=C(C2)Cl (S)-1-(5-chloro-6-(2h-1,2,3-triazol-2-yl)pyridin-3-yl)-3-(2-chloro-7-(1-methoxyethyl)pyrazolo[1,5-a]pyrimidin-6-yl)urea